C(C)(C)(C)OC(=O)N(C1=NC=CC(=N1)C1=CC=2C(=NC=CC2S1)N[C@H]1CN(CCC1)C(=O)OC(C)(C)C)C(=O)OC(C)(C)C tert-butyl (3R)-3-[[2-[2-[bis(tert-butoxycarbonyl)amino]pyrimidin-4-yl]thieno[3,2-c]pyridin-4-yl]amino]piperidine-1-carboxylate